CC1CCC(CC1)OCCC=O 3-[(4-METHYLCYCLOHEXYL)OXY]PROPANAL